(S)-3-(5-(difluoromethyl)-1,3,4-thiadiazol-2-yl)-8-(3-ethylpiperazin-1-yl)-N-(1-methylcyclopropyl)imidazo[1,5-a]pyridine-6-sulfonamide formate C(=O)O.FC(C1=NN=C(S1)C1=NC=C2N1C=C(C=C2N2C[C@@H](NCC2)CC)S(=O)(=O)NC2(CC2)C)F